(1R,5S,6r)-N-(6-chloropyridin-2-yl)-3-tosyl-3-azabicyclo[3.1.0]hexane-6-carboxamide ClC1=CC=CC(=N1)NC(=O)C1[C@H]2CN(C[C@@H]12)S(=O)(=O)C1=CC=C(C)C=C1